4'-methyl-biphenyl-2-thiol CC1=CC=C(C=C1)C=1C(=CC=CC1)S